C1(CC1)C1=NC2=C(C=C(C=C2C(=N1)C=1SC(=NN1)C(F)F)S(=O)(=O)NC1(CC1)C)N1C[C@@H](N[C@H](C1)C)C 2-cyclopropyl-4-(5-(difluoromethyl)-1,3,4-thiadiazol-2-yl)-8-((3S,5S)-3,5-dimethylpiperazin-1-yl)-N-(1-methylcyclopropyl)quinazoline-6-sulfonamide